C(CCCCCCCCCCC)[NH+]1CN(C=C1)C1=CC=CC2=CC=CC=C12 3-Dodecyl-1-(naphthalen-1-yl)-2H-imidazol-3-ium